2-cyclopropyl-5-isobutyrylamino-N-(3-(thiazol-2-yl)benzyl)benzamide C1(CC1)C1=C(C(=O)NCC2=CC(=CC=C2)C=2SC=CN2)C=C(C=C1)NC(C(C)C)=O